ethyl ethoxyacetate (ethoxyethyl acetate) C(C)OCCCC(=O)O.C(C)OCC(=O)OCC